tert-butyl (S)-(2-amino-1-phenylethyl)carbamate NC[C@H](C1=CC=CC=C1)NC(OC(C)(C)C)=O